5-(4,6-diphenyl-1,3,5-triazin-2-yl)-2,4-bis(3-methyl-6-tolyl-9H-carbazole-9-yl)-3-phenylbenzonitrile C1(=CC=CC=C1)C1=NC(=NC(=N1)C1=CC=CC=C1)C=1C(=C(C(=C(C#N)C1)N1C2=CC=C(C=C2C=2C=C(C=CC12)C)C1=C(C=CC=C1)C)C1=CC=CC=C1)N1C2=CC=C(C=C2C=2C=C(C=CC12)C)C1=C(C=CC=C1)C